tert-Butyl N-(8-bromo-1-oxo-tetralin-6-yl)-N-tert-butoxycarbonyl-carbamate BrC=1C=C(C=C2CCCC(C12)=O)N(C(OC(C)(C)C)=O)C(=O)OC(C)(C)C